[Cl-].[Cl-].C[SiH](C)[Hf+2](C1(C=CC=C1)CCCC)C1(C=CC=C1)CCCC dimethylsilyl-bis(n-butyl-cyclopentadienyl)hafnium dichloride